FC=1C=C(C=CC1)N1N=C(C=C1O)C 1-(3-fluorophenyl)-3-methyl-1H-pyrazol-5-ol